4-pyrrolidinyl-2-(2-(benzamido)pyrrolidinyl)pyridine nitrogen oxygen [O].[N].N1(CCCC1)C1=CC(=NC=C1)N1C(CCC1)NC(C1=CC=CC=C1)=O